(E)-2,3-dimethyl-5-styrylfuran CC=1OC(=CC1C)\C=C\C1=CC=CC=C1